C1(CC=CC=C1)(C)P(C1(CC=CC=C1)C)C1(CC=CC=C1)C tri(1-tolyl)phosphine